(R)-N-((S)-1-(3-(2-methoxypyridin-4-yl)-1,2,4-thiadiazol-5-yl)ethyl)-2-methylpropane-2-sulfinamide COC1=NC=CC(=C1)C1=NSC(=N1)[C@H](C)N[S@](=O)C(C)(C)C